(4-((4-hydroxy-1H-pyrrolo[3,2-c]pyridin-1-yl)methyl)phenyl)phosphonic acid OC1=NC=CC2=C1C=CN2CC2=CC=C(C=C2)P(O)(O)=O